Cl.FC1=C2C=C(N=NC2=CC(=C1)C1CCNCC1)C=1C=C(C=2N(C1)C=C(N2)C)F 5-fluoro-3-(8-fluoro-2-methylimidazo[1,2-a]pyridin-6-yl)-7-(piperidin-4-yl)cinnoline hydrochloride